5-bromo-2-(methoxymethyl)pyridine trans-Benzyl-3-amino-5-methylpiperidine-1-carboxylate C(C1=CC=CC=C1)OC(=O)N1C[C@H](C[C@@H](C1)C)N.BrC=1C=CC(=NC1)COC